ClC=1C=CC(=C(C1)C1=CC(N(C=C1OC)C(C(=O)OC(C)(C)C)CCOC)=O)C=1OC(=NN1)C(F)F tert-butyl 2-[4-{5-chloro-2-[5-(difluoromethyl)-1,3,4-oxadiazol-2-yl] phenyl}-5-methoxy-2-oxopyridin-1(2H)-yl]-4-methoxybutanoate